C(#N)C=1C(=C(C=CC1)[C@@H](C)N[S@](=O)C(C)(C)C)C (R)-N-((R)-1-(3-cyano-2-methylphenyl)ethyl)-2-methylpropane-2-sulfinamide